2-(7-aminoheptanamido)-N-(4-methyl-5-nitrothiazol-2-yl)benzamide NCCCCCCC(=O)NC1=C(C(=O)NC=2SC(=C(N2)C)[N+](=O)[O-])C=CC=C1